6-acetamido-N-[4-fluoro-5-(2-morpholin-4-ylpyrimidin-5-yl)-2-[(3R,5S)-3,4,5-trimethylpiperazin-1-yl]phenyl]-4-(trifluoromethyl)pyridine-3-carboxamide C(C)(=O)NC1=CC(=C(C=N1)C(=O)NC1=C(C=C(C(=C1)C=1C=NC(=NC1)N1CCOCC1)F)N1C[C@H](N([C@H](C1)C)C)C)C(F)(F)F